CN1CC=NC2=CC(=CC=C12)[N+](=O)[O-] 4-methyl-7-nitro-3,4-dihydroquinoxalin